C(C)(C)(C)OC(=O)N1[C@H](CC[C@@H](C1)NC(COC1=CC(=C(C=C1)Cl)F)=O)C(NC1=CC(=CC=C1)OC(F)(F)F)=O (2r,5s)-5-[2-(4-chloro-3-fluorophenoxy)acetamido]-2-{[3-(trifluoromethoxy)phenyl]carbamoyl}piperidine-1-carboxylic acid tert-butyl ester